N=1C=NN2C1C=C(C=C2)OC2=C(C=C(C=C2)NC2=NC=NC1=CC=C3C(=C21)OC[C@H]2N(CCN3C2)C)C (3S)-N-(4-([1,2,4]triazolo[1,5-a]pyridin-7-yloxy)-3-methylphenyl)-4-methyl-3,4,5,6-tetrahydro-2H-3,7-methano[1,4,7]oxadiazonino[2,3-f]quinazolin-13-amine